CC1=C(C=C(C=C1)N1C(C=CC2=CN=C3C(=C12)C=C(C=C3)C3=CC=NC=C3)=O)[N+](=O)[O-] 1-(4-Methyl-3-nitrophenyl)-9-(pyridin-4-yl)benzo[h][1,6]naphthyridin-2(1H)-one